methyl 5-(2-((4-(3-(imidazo[1,2-b]pyridazin-3-ylethynyl)-4-methylbenzamido)-2-(trifluoromethyl)benzyl)amino) ethyl)pyrazine-2-carboxylate N=1C=C(N2N=CC=CC21)C#CC=2C=C(C(=O)NC1=CC(=C(CNCCC=3N=CC(=NC3)C(=O)OC)C=C1)C(F)(F)F)C=CC2C